ClC=1C=C2CCC(N(C2=CC1)S(=O)(=O)C=1C=CC(=C(CO)C1)OCC1CCOCC1)C 5-((6-chloro-2-methyl-3,4-dihydroquinolin-1(2H)-yl)sulfonyl)-2-((tetrahydro-2H-pyran-4-yl)methoxy)benzyl alcohol